7H-pyrrolo[2,3-d]pyrimidine-6-carboxylic acid N1=CN=CC2=C1NC(=C2)C(=O)O